N-ethyl-2'-[6-(trifluoromethyl)quinolin-3-yl]-6',7'-dihydro-5'H-spiro[piperidine-4,4'-pyrazolo[1,5-a]pyridine]-1-carboxamide C(C)NC(=O)N1CCC2(C=3N(CCC2)N=C(C3)C=3C=NC2=CC=C(C=C2C3)C(F)(F)F)CC1